C(C1=CC=CC=C1)OC(=O)N1CCC(CC1)S(=O)(=O)Cl.COC=1C=C(C=C(C1OC)[Se]C)C(\C=C\C1=CC(=C(C=C1)OC)F)=O (E)-1-(3,4-dimethoxy-5-(methylseleno)phenyl)-3-(3-fluoro-4-methoxyphenyl)prop-2-en-1-one benzyl-4-(chlorosulfonyl)-1-piperidine-carboxylate